ClC=1C=C(C=C(C1)O)N1CCN(CC1)S(=O)(=O)C1=CC=C(C=C1)NC(C1=C(C=CC=C1)N(S(=O)(=O)C)C)=O N-(4-((4-(3-chloro-5-hydroxyphenyl)piperazin-1-yl)sulfonyl)phenyl)-2-(N-methylmethylsulfonamido)benzamide